COC(CC(C)F)=O 3-fluoro-butyric acid methyl ester